C(C)O\N=C(/N)\C1=NC=C(C(=N1)C1=NC2=C(N1C)C=CC=C2)S(NC)(=O)=O (Z)-N'-ethoxy-4-(1-methyl-1H-benzo[d]imidazol-2-yl)-5-(N-methylsulfamoyl)pyrimidine-2-carboximidamide